trimercaptomethane SC(S)S